N1=CN=CC2=C1CCN2 6,7-dihydro-5H-pyrrolo[3,2-d]pyrimidine